4-[(dimethylamino)methyl]-5-(4-nitrophenyl)thiophene-3-carboxylic acid CN(C)CC=1C(=CSC1C1=CC=C(C=C1)[N+](=O)[O-])C(=O)O